BrC=1SC(=CN1)C(=O)NC1=CC=CC=C1 2-bromo-N-phenylthiazole-5-carboxamide